CCCCC(CCCC)C1(CC(=NC=C1)C1=NC=CC=C1)C(CCCC)CCCC 4,4-bis(5-nonyl)-2,2-bipyridine